OC1(C[C@H](N(CC1)C[C@@H]1NC[C@H](N(C1)C(=O)OC(C)(C)C)C)C)C tert-butyl (2R,5s)-5-(((2R)-4-hydroxy-2,4-dimethylpiperidin-1-yl) methyl)-2-methylpiperazine-1-carboxylate